ClC=1C=C(C=CC1Br)[N+](=O)[O-] 3-Chloro-4-bromonitrobenzene